2-(4-methyl-1H-pyrazol-3-yl)-4-(2-(6-(trifluoromethyl)imidazo[1,2-a]pyrazin-3-yl)pyrimidin-4-yl)morpholine Boron-tungsten [W].[B].CC=1C(=NNC1)C1CN(CCO1)C1=NC(=NC=C1)C1=CN=C2N1C=C(N=C2)C(F)(F)F